FC=1C=C2C(=CNC(C2=CC1)=O)C(C)NC 6-fluoro-4-(1-(methylamino)ethyl)isoquinolin-1(2H)-one